1-trimethylsilyl-propyne C[Si](C#CC)(C)C